[Si](C1=CC=CC=C1)(C1=CC=CC=C1)(C(C)(C)C)OCC[C@H](CC)NC=1C2=C(N=C(N1)NC(OC)=O)C=NN2CC2=C(C=C(C=C2)C#N)OC methyl (S)-(7-((1-((tert-butyldiphenylsilyl)oxy)pentan-3-yl)amino)-1-(4-cyano-2-methoxybenzyl)-1H-pyrazolo[4,3-d]pyrimidin-5-yl)carbamate